1-(aminomethyl)-N-methyl-N-(2-oxo-2-((6-(trifluoromethoxy)benzo[d]thiazol-2-yl)amino)ethyl)cyclopentane-1-carboxamide NCC1(CCCC1)C(=O)N(CC(NC=1SC2=C(N1)C=CC(=C2)OC(F)(F)F)=O)C